FC1CN(CCC1)C1=CC(=NC2=C(N=CC=C12)C1=CC=NN1)N1CCOCC1 4-(3-fluoropiperidin-1-yl)-2-(morpholin-4-yl)-8-(1H-pyrazol-5-yl)-1,7-naphthyridine